5-METHOXY-1H-PYRROLO[2,3-C]PYRIDINE-2-CARBALDEHYDE COC=1C=C2C(=CN1)NC(=C2)C=O